C(C)(C)(C=1C(=C(C=CC1)O)Cl)C=1C(=C(C=CC1)O)Cl isopropylidene-bis(2-chlorophenol)